(2S)-2-[6-chloro-2-[2-(trifluoromethyl)morpholine-4-carbonyl]-1,2,3,4-tetrahydroisoquinoline-8-yl]pyrrolidine-1-carboxylic acid tert-butyl ester C(C)(C)(C)OC(=O)N1[C@@H](CCC1)C=1C=C(C=C2CCN(CC12)C(=O)N1CC(OCC1)C(F)(F)F)Cl